aminopropyl-triethoxyzirconium(IV) NCCC[Zr](OCC)(OCC)OCC